1-[(2-propan-2-yl-pyrimidin-4-yl)methyl]-3-[rac-(1R,2S)-2-cyclohexylcyclopropyl]urea CC(C)C1=NC=CC(=N1)CNC(=O)N[C@H]1[C@@H](C1)C1CCCCC1 |r|